N[C@H](C(=O)O)CC1=CNC2=NC=CC=C21 (S)-2-amino-3-(1H-pyrrolo[2,3-b]pyridin-3-yl)propanoic acid